N-(2-methoxyphenyl)-N-methylacetamide COC1=C(C=CC=C1)N(C(C)=O)C